methyl 2-(cyclopentyl (2-oxoethyl) amino)-2-oxoacetate C1(CCCC1)N(C(C(=O)OC)=O)CC=O